BrC1=C(C2=C(N(N=N2)C)C=C1)NC1=C(C(=CC=C1C)OC)C 5-bromo-N-(3-methoxy-2,6-dimethylphenyl)-1-methyl-1H-benzo[d][1,2,3]triazol-4-amine